OC1CCN(CC1)C1=NNC=C1NC(=O)C=1C=NN2C1N=CC=C2 N-(3-(4-hydroxypiperidin-1-yl)-1H-pyrazol-4-yl)pyrazolo[1,5-a]pyrimidine-3-carboxamide